5-AMINO-2-CHLORO-PYRIDINE-4-CARBALDEHYDE NC=1C(=CC(=NC1)Cl)C=O